CC1N(C=2C=CC=CC2C=2C1=NN(N2)C2COC2)C 4,5-dimethyl-2-(oxetan-3-yl)-4,5-dihydro-2H-[1,2,3]triazolo[4,5-c]quinolin